N-(1-(tert-butyl)-6-fluoro-2-(3-fluorophenyl)-5-benzimidazolyl)-5-(3,4,5-trimethoxyphenyl)-1,3,4-thiadiazol-2-amine C(C)(C)(C)N1C(=NC2=C1C=C(C(=C2)NC=2SC(=NN2)C2=CC(=C(C(=C2)OC)OC)OC)F)C2=CC(=CC=C2)F